3,3,10,10-tetramethyl-1-oxo-9-phenyl-2,3,4a,10-tetrahydro-1H-indeno[1,2-c]pyrazolo[1,2-a]-pyrazole-7-carboxylate CC1(CC(N2N1C1C(C2(C)C)=C(C=2C=C(C=CC21)C(=O)[O-])C2=CC=CC=C2)=O)C